C(C=C)(=O)SC(CSC(CSCC)CSC(C=C)=O)SC(C=C)=O Bisacryloylthio-(4-acryloylthiomethyl-3,6-dithiaoctane)